O=C1S\C(\C(N1CCCCCCC(=O)NO)=O)=C/C1=CC=C2C=CC=NC2=C1 (Z)-7-(2,4-dioxo-5-(quinolin-7-ylmethylene)thiazolidin-3-yl)-N-hydroxyheptanamide